water, Ammonium salt [NH4+].O